N1=CC=CC2=CC=CC(=C12)OCC1=NC(=NO1)C(=O)OCC ethyl 5-((quinolin-8-yloxy)methyl)-1,2,4-oxadiazole-3-carboxylate